N1N=NC(=C1)C1=CC=C2C=3C=CC(=CC3CC2=C1)C=1N=NNC1C(=O)O 4-(7-(1H-1,2,3-triazol-4-yl)-9H-fluoren-2-yl)-1H-1,2,3-triazole-5-carboxylic acid